C(C)(C)(C)C1=CC=C(C=C1)N(C(=O)C1=NC=CN=C1C(=O)N)C(C(=O)NC1CCCCC1)C=1C=NC=CC1 N2-(4-(tert-butyl)phenyl)-N2-(2-(cyclohexylamino)-2-oxo-1-(pyridin-3-yl)ethyl)pyrazine-2,3-dicarboxamide